1-(2-((2-((6-bromopyridin-2-yl)amino)-2-oxoethyl)(isopropyl)amino)-2-oxoEthyl)-3-carbamoyl-1H-indazole-5-carboxylic acid methyl ester COC(=O)C=1C=C2C(=NN(C2=CC1)CC(=O)N(C(C)C)CC(=O)NC1=NC(=CC=C1)Br)C(N)=O